2-(benzyloxy)-N-(2-isopropoxy-5-methyl-4-phenoxyphenyl)pyrazolo[1,5-a]Pyridine-3-carboxamide C(C1=CC=CC=C1)OC1=NN2C(C=CC=C2)=C1C(=O)NC1=C(C=C(C(=C1)C)OC1=CC=CC=C1)OC(C)C